N1=C(C=CC=C1)C=1N=NC(=NN1)C1=NC=CC=C1 3,6-bis(pyridin-2-yl)-1,2,4,5-tetrazine